1-(4-Fluorophenyl)-6-methyl-5-(3-methylpyridin-4-yl)-1H-indazole FC1=CC=C(C=C1)N1N=CC2=CC(=C(C=C12)C)C1=C(C=NC=C1)C